C(C=C)OC(CC1(CC1)CN1CC[C@@H]2N(CC([C@@H]21)(F)F)C(=O)OC(C)(C)C)=O (cis)-tert-butyl 4-((1-(2-(allyloxy)-2-oxoethyl) cyclopropyl) methyl)-3,3-difluorohexahydropyrrolo[3,2-b]pyrrole-1(2H)-carboxylate